(3R,5S)-5-hydroxymethyl-3-pyrrolidinol OC[C@@H]1C[C@H](CN1)O